C(C)OC(\C=C\C1=C2CCN(CC2=CC=C1)C(C1=CC=C(C=C1)OC)=O)=O (E)-3-(2-(4-methoxybenzoyl)-1,2,3,4-tetrahydroisoquinolin-5-yl)acrylic acid ethyl ester